2-methoxy-5-bromobenzenesulfonyl chloride COC1=C(C=C(C=C1)Br)S(=O)(=O)Cl